ClC=1C=CC2=C([C@@H](C[C@@H](O2)C(=O)NC23CC(C2)(C3)NC(COC=3C=NC(=NC3)OC)=O)O)C1 (2R,4R)-6-chloro-4-hydroxy-N-(3-{2-[(2-methoxypyrimidin-5-yl)oxy]acetamido}bicyclo[1.1.1]pentan-1-yl)-3,4-dihydro-2H-1-benzopyran-2-carboxamide